stearoyl-propyl-dipropylamine C(CCCCCCCCCCCCCCCCC)(=O)C(CC)N(CCC)CCC